(3R)-4-amino-3-methyl-N-((1R)-1-(5-(trifluoromethyl)-2-pyridinyl)ethyl)-1,3-dihydrofuro[3,4-c]quinoline-8-carboxamide NC1=NC=2C=CC(=CC2C2=C1[C@H](OC2)C)C(=O)N[C@H](C)C2=NC=C(C=C2)C(F)(F)F